ClC1=CC(N(C(N1CC)=O)C)=O 6-chloro-1-ethyl-3-methylpyrimidine-2,4(1h,3h)-dione